N-(4'-cyclopropyl-5,6'-dimethoxy-[2,5'-bipyrimidin]-4-yl)-N-(4-(1-methyl-4-(trifluoromethyl)-1H-imidazol-2-yl)benzyl)cyanamide C1(CC1)C1=NC=NC(=C1C1=NC=C(C(=N1)N(C#N)CC1=CC=C(C=C1)C=1N(C=C(N1)C(F)(F)F)C)OC)OC